2-[8-[[(1r,3s)-3-hydroxycyclohexyl]amino]-2-methyl-pyrido[2,3-d]pyridazin-5-yl]-5-(trifluoromethyl)phenol O[C@@H]1C[C@@H](CCC1)NC=1N=NC(=C2C1N=C(C=C2)C)C2=C(C=C(C=C2)C(F)(F)F)O